C(C)(C)(C)OC(=O)N1C(=NC2=C1C=CC=C2)C=2N(N=C(C2)NC(=O)C=2C=NC(=NC2)OC)CC2=CC=C(C=C2)OC.C2(=CC=C1C=CC3=CC=CC4=CC=C2C1=C34)C3=CC=C(C=C3)C3(C4=CC=CC=C4C=4C=CC=CC34)C3=CC=C(C=C3)C3=CC=C4C=CC1=CC=CC2=CC=C3C4=C12 9,9-bis[4-(1-pyrenyl)phenyl]fluorene tert-butyl-2-[2-[(4-methoxyphenyl)methyl]-5-[(2-methoxypyrimidine-5-carbonyl)amino]pyrazol-3-yl]benzimidazole-1-carboxylate